N[C@@H]1CN(C[C@H]1C1=CC=CC=C1)C1=NC2=C(N1CC1=CC=C(C#N)C=C1)C=CC=C2 4-((2-((3S,4R)-3-Amino-4-phenylpyrrolidin-1-yl)-1H-benzo[d]imidazol-1-yl)methyl)benzonitril